NCCCNC(=O)C1=NC2=CC=CC=C2N=C1NC1=CC=C(C=C1)Cl N-(3-aminopropyl)-3-((4-chlorophenyl)amino)quinoxaline-2-carboxamide